1,2,4-trichlorobenzen ClC1=C(C=C(C=C1)Cl)Cl